7-(Benzyloxy)-1-methyl-1,2,3,4-tetrahydroisoquinoline C(C1=CC=CC=C1)OC1=CC=C2CCNC(C2=C1)C